CN1N=C(C=C1C)C1=NC(=NO1)C1(CC1)C1=C(C=CC(=C1)F)C 5-(1,5-dimethyl-1H-pyrazol-3-yl)-3-(1-(5-fluoro-2-methylphenyl)cyclopropyl)-1,2,4-oxadiazole